N(=[N+]=[N-])CCOCC1=CC(=CC=C1)COCC 1-((2-azidoethoxy)methyl)-3-(ethoxymethyl)benzene